bis(2-butyloctyl) 10-(N-decyl-5-(diethylamino)pentanamido)nonadecanedioate C(CCCCCCCCC)N(C(CCCCN(CC)CC)=O)C(CCCCCCCCC(=O)OCC(CCCCCC)CCCC)CCCCCCCCC(=O)OCC(CCCCCC)CCCC